(2S)-2-[9H-fluoren-9-ylmethoxycarbonylamino]octanoic acid C1=CC=CC=2C3=CC=CC=C3C(C12)COC(=O)N[C@H](C(=O)O)CCCCCC